FC1=C2CC(CC2=C(C=C1)F)NC=1C=CC(=NC1)[C@@H](C(F)(F)F)N(C(=O)C1CCS(CC1)(=O)=O)C (S)-N-(1-(5-((4,7-Difluoro-2,3-dihydro-1H-inden-2-yl)amino)pyridin-2-yl)-2,2,2-trifluoroethyl)-N-methyltetrahydro-2H-thiopyran-4-carboxamide 1,1-dioxide